tert-butyl (2-oxo-1-(2,2,2-trifluoroethyl)piperidin-3-yl)carbamate O=C1N(CCCC1NC(OC(C)(C)C)=O)CC(F)(F)F